C(C)(C)(C)OC(CCC(=O)C1=NN(C=C1)C)=O 4-(1-Methyl-1H-pyrazol-3-yl)-4-oxobutanoic acid tert-butyl ester